N12CCC(CC1)C(C2)=O 1-azabicyclo[2.2.2]octane-8-one